C(C)(C)(C)OC(NCCCCOC1=CC(=C(C=C1)C)CN)=O (4-(3-(Aminomethyl)-4-methylphenoxy)butyl)carbamic acid tert-butyl ester